tert-Butyl 3-(2-(benzyl(methyl)amino)-2-oxoethyl)-4-methoxy-1H-indole-1-carboxylate C(C1=CC=CC=C1)N(C(CC1=CN(C2=CC=CC(=C12)OC)C(=O)OC(C)(C)C)=O)C